trans-4-(2-chloro-7-methyl-8-oxo-7,8-dihydro-9H-purin-9-yl)cyclohexane ClC1=NC=C2N(C(N(C2=N1)C1CCCCC1)=O)C